glycerol trisorbate C(\C=C\C=C\C)(=O)OCC(OC(\C=C\C=C\C)=O)COC(\C=C\C=C\C)=O